(S)-1-(3-bromo-2-fluorophenyl)-2-(2-fluoro-5-(trifluoromethyl)phenyl)ethan-1-ol Ethyl-2-[6-(trifluoromethyl)-3-azabicyclo[3.1.0]hex-3-yl]-6-azaspiro[3.4]octane-6-carboxylate C(C)C1C(CC12CN(CC2)C(=O)O[C@@H](CC2=C(C=CC(=C2)C(F)(F)F)F)C2=C(C(=CC=C2)Br)F)N2CC1C(C1C2)C(F)(F)F